methyl 5-((trans-3-ethylpiperidin-4-yl)amino)-6-(4-fluorobenzyl)pyrazine-2-carboxylate C(C)[C@@H]1CNCC[C@H]1NC=1N=CC(=NC1CC1=CC=C(C=C1)F)C(=O)OC